3-bromo-2-(3-hydroxypropyl)-6-methoxyphenol BrC=1C(=C(C(=CC1)OC)O)CCCO